CC(C)[C@H](CC[C@@H](C(C)C)O)O (3s,6s)-2,7-dimethyl-3,6-octanediol